N1(N=CC=C1)C=1C=CC(=NC1)NC(NC=1SC(=C(C1C(=O)OCC)C)C1=CC=C(C=C1)[N+](=O)[O-])=O ethyl 2-(3-(5-(1H-pyrazol-1-yl)pyrid-2-yl)ureido)-4-methyl-5-(4-nitro phenyl)thiophene-3-carboxylate